N-methyl-6,6-dioxo-2-oxa-6λ6-thiaspiro[3.4]octane-8-carboxamide CNC(=O)C1CS(CC12COC2)(=O)=O